1-[(2-hydroxydecyl)(3-hydroxypropyl)amino]decan-2-ol OC(CN(CC(CCCCCCCC)O)CCCO)CCCCCCCC